FC1=CC(=C(C=C1)C1=CC(=CC=C1)C=1OC2=C(N1)C=C(C=C2C(F)(F)F)CN2CC(C2)(O)C)C2=NN=CN2C 1-((2-(4'-fluoro-2'-(4-methyl-4H-1,2,4-triazol-3-yl)-[1,1'-biphenyl]-3-yl)-7-(trifluoromethyl)benzo[d]oxazol-5-yl)methyl)-3-methylazetidin-3-ol